Bis(4-tert-butylcyclohexan-1-yl) peroxydicarbonate C(=O)(OC1CCC(CC1)C(C)(C)C)OOC(=O)OC1CCC(CC1)C(C)(C)C